(2S)-2-amino-N-[(4-methanesulfonyl-phenyl)meth-yl]pentanediamide hydrochloride Cl.N[C@H](C(=O)NCC1=CC=C(C=C1)S(=O)(=O)C)CCC(=O)N